4-(2-(5-methoxy-1H-indol-3-yl)ethyl)morpholine-d8 COC=1C=C2C(=CNC2=CC1)CCN1C(C(OC(C1([2H])[2H])([2H])[2H])([2H])[2H])([2H])[2H]